(S)-N-(4-cyano-7-(4-isopropylphenyl)-2,3-dihydrobenzofuran-5-yl)oxirane-2-carboxamide C(#N)C1=C(C=C(C2=C1CCO2)C2=CC=C(C=C2)C(C)C)NC(=O)[C@H]2OC2